1,1,1,3,3,3-Hexafluoropropan-2-yl 2-(4-chloro-2-(pyrrolidin-1-yl) benzyl)-2,8-diazaspiro[4.5]decane-8-carboxylate ClC1=CC(=C(CN2CC3(CC2)CCN(CC3)C(=O)OC(C(F)(F)F)C(F)(F)F)C=C1)N1CCCC1